TETRAHYDRO-3H-PYRAZOLOQUINOLONE N1C(CCC2CCC=3C(=C12)C=NN3)=O